CC=1N=CNC1C=O 4-methyl-5-imidazolecarboxaldehyde